((3-(ethoxycarbonyl)cyclobutyl)methyl)zinc (II) chloride [Cl-].C(C)OC(=O)C1CC(C1)C[Zn+]